4-Methyloxyphenyl-2-[dimethoxy-(4-methoxyphenyl)methyl]dibenzothiophenium COC1=CC=C(C=C1)C1=C(C=CC=2[SH+]C3=C(C21)C=CC=C3)C(C3=CC=C(C=C3)OC)(OC)OC